[(2S,4R)-4-Fluoromethyl-pyrrolidin-2-yl]methyloxyl-7-oxo-6-(sulfooxy)-1,6-diazabicyclo[3.2.1]octane-2-carboxamide FC[C@@H]1C[C@H](NC1)COC1(N2C(N(C(CC1)C2)OS(=O)(=O)O)=O)C(=O)N